C(C)C1=NC(=CC=C1N1CC(OCC1)CC(=O)O)C=1N=NN(C1COC(N(CCC)C)=O)C 2-(4-(2-ethyl-6-(1-methyl-5-(((methyl(propyl)carbamoyl)oxy)methyl)-1H-1,2,3-triazol-4-yl)pyridin-3-yl)morpholin-2-yl)acetic acid